FC1=C(CN2C=NC=C2)C=CC(=C1)OCC1=CC=C(C=C1)C(F)(F)F 1-(2-fluoro-4-((4-(trifluoromethyl)benzyl)oxy)benzyl)-1H-imidazole